C(#N)C1=C2N=C(C=NC2=CC=C1NC=1C=C(C=CC1F)NS(=O)(=O)C)OC N-(3-(5-cyano-3-methoxyquinoxalin-6-ylamino)-4-fluorophenyl)methanesulfonamide